CC1=CC(=NO1)CN1[C@H]2CN(C[C@@H]1CC2)C2=NC(=NC1=CC(=CC=C21)C2=CC(=CC1=CC=CC=C21)O)OCC21CCCN1CCC2 4-(4-((1R,5S)-8-((5-methylisoxazol-3-yl)methyl)-3,8-diazabicyclo[3.2.1]octan-3-yl)-2-((tetrahydro-1H-pyrrolizin-7a(5H)-yl)methoxy)quinazolin-7-yl)naphthalen-2-ol